3,4-Dimethoxy-2-(4-methoxybenzyl)-pyrrolidine hydrochloride Cl.COC1C(NCC1OC)CC1=CC=C(C=C1)OC